N1=C(C=CC=C1)C=1SC(=CN1)C=O 2-(2-pyridyl)thiazole-5-formaldehyde